5-(2-Fluoro-2'-hydroxy[1,1'-biphenyl]-4-yl)-3,6-dihydro-2H-1,3,4-oxadiazin-2-one FC1=C(C=CC(=C1)C1=NNC(OC1)=O)C1=C(C=CC=C1)O